4-[4-(4-bromo-3-fluoro-benzoylamino)-2-chloro-phenyl]-piperazine-1-carboxylic acid tert-butyl ester C(C)(C)(C)OC(=O)N1CCN(CC1)C1=C(C=C(C=C1)NC(C1=CC(=C(C=C1)Br)F)=O)Cl